P(=O)(O)(O)OC[C@@H]1[C@H]([C@H]([C@@H](O1)N1C=NC=2C(O)=NC=NC12)O)O.OCC(NCC(=O)O)(CO)CO N-tris(hydroxymethyl)methylglycine Inosine-5'-phosphate